FC(=CI)F 1,1-Difluoro-2-iodoethylene